(R)-2-(6-methylpyridin-2-yl)-4-(naphthalen-1-yl)-4,5-dihydrooxazole CC1=CC=CC(=N1)C=1OC[C@H](N1)C1=CC=CC2=CC=CC=C12